(2R)-2-((2'-methoxy-[1,1'-binaphthalen]-2-yl)amino)-3-methylpentan-1-ol COC1=C(C2=CC=CC=C2C=C1)C1=C(C=CC2=CC=CC=C12)N[C@@H](CO)C(CC)C